BrC1=C(C=C(C=C1OC)C=1CCCCN1)OC 6-(4-bromo-3,5-dimethoxyphenyl)-2,3,4,5-tetrahydropyridine